[N+](=[N-])=C(C(=O)OCC1=CC=C(C=C1)[N+](=O)[O-])C([C@H](C)[C@H]1NC([C@@H]1[C@@H](C)NC(C(F)F)=O)=O)=O 4-nitrobenzyl (R)-2-diazo-4-((2R,3R)-3-((R)-1-(2,2-difluoroacetamido) ethyl)-4-oxoazetidin-2-yl)-3-oxopentanoate